1-phenyl-2-(quinolin-2-yl)ethanol C1(=CC=CC=C1)C(CC1=NC2=CC=CC=C2C=C1)O